(S)-1-(4-chlorophenyl)ethylamine hydrochloride Cl.ClC1=CC=C(C=C1)[C@H](C)N